(R)-N-(6-(4-((3S,4S)-4-((tert-butyldiphenylsilyl)oxy)-3-methyltetrahydrofuran-3-yl)piperazin-1-yl)-7-chloroisoquinolin-3-yl)-6-oxaspiro[2.5]octane-1-carboxamide [Si](C1=CC=CC=C1)(C1=CC=CC=C1)(C(C)(C)C)O[C@H]1[C@@](COC1)(C)N1CCN(CC1)C=1C=C2C=C(N=CC2=CC1Cl)NC(=O)[C@@H]1CC12CCOCC2